2-methyl-2-methylsulfanyl-propanoic acid CC(C(=O)O)(C)SC